N[C@@H](CC1=CC=C(C=C1)O)C(=O)N[C@@H](CC(C)C)C(=O)O tyrosyl-leucine